C(CCCCCCCCC)N(C(CCN1CCCC1)=O)C(CCCCCCCCC(=O)OCC(CCCCCC)CCCC)CCCCCCCCC(=O)OCC(CCCCCC)CCCC bis(2-butyloctyl) 10-(N-decyl-3-(pyrrolidin-1-yl)propanamido)nonadecanedioate